F[C@@H]1C[C@@]2(CCCN2C1)COC=1N=C(C2=C(N1)C(=C(N=C2)C2=CC(=CC1=CC=C(C(=C21)C#C)F)O)F)N2C[C@H](O[C@H](C2)C)C 4-(2-{[(2r,7as)-2-fluoro-hexahydro-1H-pyrrolizin-7a-yl]methoxy}-4-[(2r,6s)-2,6-dimethylmorpholin-4-yl]-8-fluoropyrido[4,3-d]pyrimidin-7-yl)-5-ethynyl-6-fluoronaphthalene-2-ol